1-ethyl-3-propylpyrrolium methanesulfonate CS(=O)(=O)[O-].C(C)[NH+]1C=C(C=C1)CCC